1-iodo-4-(2-(2-(2-methoxyethoxy)ethoxy)ethoxy)benzene IC1=CC=C(C=C1)OCCOCCOCCOC